C12(C(CCCC1)O2)C(C(=O)[O-])C21C(CCCC2)O1 bis(epoxycyclohexyl)-methylcarboxylate